C[C@@H](CC)NC([O-])=O ((S)-butan-2-yl)carbamate